1'-bromospiro[fluorene-9,9'-xanthene] BrC1=CC=CC=2OC3=CC=CC=C3C3(C12)C1=CC=CC=C1C=1C=CC=CC13